NC1=CC=C(C=C1)C1CCN(CC1)C(=O)C=1C=C(CN2C(NC(C3=C(C=CC=C23)F)=O)=O)C=CC1F 1-(3-{[4-(4-aminophenyl)piperidin-1-yl]carbonyl}-4-fluorobenzyl)-5-fluoroquinazoline-2,4(1H,3H)-dione